5-(4-Cyano-phenyl)-3-hydroxy-pyridine C(#N)C1=CC=C(C=C1)C=1C=C(C=NC1)O